(3R,4R,5S)-3-Amino-6-(hydroxymethyl)oxane-2,4,5-triol N[C@H]1C(OC([C@H]([C@@H]1O)O)CO)O